methyl 6-bromo-1-cyclopropyl-3-methyl-2-oxo-benzimidazole-5-carboxylate BrC=1C(=CC2=C(N(C(N2C)=O)C2CC2)C1)C(=O)OC